[N+](=O)([O-])C1=CC=C(C=C1)N1CCC(CC1)CCC1CCNCC1 1-(4-nitrophenyl)-4-[2-(4-piperidyl)ethyl]piperidine